Cl.C(C1=CC=CC=C1)N(C1CCC(CC1)N)CC1=CC=CC=C1 (1r,4r)-N1,N1-dibenzylcyclohexane-1,4-diamine hydrochloride